(S)-(-)-alpha-methylbenzylamine C[C@@H](C1=CC=CC=C1)N